FC=1C=C(C=C(C1)F)N1C(N(C(C1)C#N)C1=CN=CC2=CC=C(C=C12)S(=O)(=O)C)=O 1-(3,5-difluorophenyl)-3-(6-(methylsulfonyl)isoquinolin-4-yl)-2-oxoimidazolidine-4-carbonitrile